6-(2-hydroxy-2-methylpropoxy)-4-(6-(4-((6-methoxypyridazin-3-yl)oxy)piperidin-1-yl)pyridin-3-yl)pyrazolo[1,5-a]pyridine-3-carbonitrile OC(COC=1C=C(C=2N(C1)N=CC2C#N)C=2C=NC(=CC2)N2CCC(CC2)OC=2N=NC(=CC2)OC)(C)C